CC1=NOC(=C1B(O)O)C.CN1CCN(CC1)C(=O)C=1C=C2C=CC(=CC2=CC1)CCNC1=NC=NC2=CC=CC=C12 4-((2-(6-(4-methylpiperazin-1-carbonyl)naphthalene-2-yl)ethyl)amino)quinazoline 3,5-dimethylisoxazole-4-boronate